2-methyl-6-(3-methyl-1-benzofuran-5-yl)-N-[(1S)-1-(6'-methyl-3,3'-bipyridin-5-yl)ethyl]pyrimidin-4-amine CC1=NC(=CC(=N1)N[C@@H](C)C=1C=C(C=NC1)C=1C=NC(=CC1)C)C=1C=CC2=C(C(=CO2)C)C1